3,7-dichloro-dibenzo[b,d]thiophene 5,5-dioxide ClC=1C=CC2=C(S(C3=C2C=CC(=C3)Cl)(=O)=O)C1